2,6-dibromoacetylPyridine BrCC(=O)C1=NC(=CC=C1)Br